[1-(4-chloro-benzoyl)-5-methoxy-2-methyl-1H-indol-3-yl]-acetic acid 4-thiocarbamoyl-phenyl ester C(N)(=S)C1=CC=C(C=C1)OC(CC1=C(N(C2=CC=C(C=C12)OC)C(C1=CC=C(C=C1)Cl)=O)C)=O